CN(C=1C=NN(C1)C12CC(C1)(C2)NC(OC(C)(C)C)=O)[C@@H](COC(F)(F)F)C tert-butyl [3-(4-{methyl[(2R)-1-(trifluoromethoxy)propan-2-yl]amino}-1H-pyrazol-1-yl)bicyclo[1.1.1]pentan-1-yl]carbamate